3-hydroxy-2-ethyl-resorcinol OC1(C(C(O)=CC=C1)CC)O